ClC=1C(=C(C(=CC1O)O)C(=O)N1CC2=CC=CC(=C2C1)NCC)F (3-chloro-2-fluoro-4,6-dihydroxyphenyl)(4-(ethylamino)isoindolin-2-yl)methanone